COC(=O)CC1=C(C=CC=C1)B1OC(C)(C)C(C)(C)O1 2-(methoxycarbonylmethyl)phenylboronic acid pinacol ester